4,6-bis(tribromomethyl)-1,3,5-triazine BrC(C1=NC=NC(=N1)C(Br)(Br)Br)(Br)Br